C[SiH](O[Si](C)(C)C)C pentamethyldisiloxane